NC/C(/CN1N=CN(C1=O)CC=1SC(=CC1)C=1C=NNC1)=C\F 2-[(2E)-2-(aminomethyl)-3-fluoroprop-2-en-1-yl]-4-{[5-(1H-pyrazol-4-yl)thiophen-2-yl]methyl}-2,4-dihydro-3H-1,2,4-triazol-3-one